CC1=C(C(=CC=C1)C)C1=CC(=CC=C1)[C@H](CC(=O)O)NC(C(CC(C)C)N1C(C=CC(=C1)CN1CC(C1)F)=O)=O (3S)-3-(2',6'-dimethyl-[1,1'-biphenyl]-3-yl)-3-(2-(5-((3-fluoroazetidin-1-yl)methyl)-2-oxopyridin-1(2H)-yl)-4-methylpentanamido)propanoic acid